FC=1C(=CC=2C3=C(NC(C2C1)=O)COC[C@H]3N(C(=O)C=3C=C1C=C(C=CN1C3)C(F)F)C)F (S)-N-(8,9-difluoro-6-oxo-1,4,5,6-tetrahydro-2H-pyrano[3,4-c]isoquinolin-1-yl)-7-(difluoromethyl)-N-methyl-indolizine-2-carboxamide